CC1=CC=C(N1C=1C=NC(=CC1)C)C(=O)O 5-methyl-1-(6-methyl-3-pyridyl)pyrrole-2-carboxylic acid